O\N=C(\N(C=1C=CC=2N(C1)N=NN2)C)/C=2N=NC(=CC2)N(C2CCNCC2)C (E)-N'-hydroxy-N-methyl-6-(methyl(piperidin-4-yl)amino)-N-(tetrazolo[1,5-a]pyridin-6-yl)pyridazine-3-carboximidamide